NC[C@H](CC1=CC(=C(C=C1)F)F)NC(=O)C=1OC(=C(C1)C=1N(N=CC1Cl)C)Cl N-[(2S)-1-amino-3-(3,4-difluorophenyl)propan-2-yl]-5-chloro-4-(4-chloro-2-methylpyrazol-3-yl)furan-2-carboxamide